pentanediamine isophthalate C(C1=CC(C(=O)O)=CC=C1)(=O)O.C(CCCC)(N)N